BrC1=CC=C(N=N1)NC(CC1=CC(=CC=C1)OC(F)(F)F)=O N-(6-bromopyridazin-3-yl)-2-(3-(trifluoromethoxy)phenyl)acetamide